ClC=CCOC(CON)C O-[2-(3-chloroallyloxy)-propyl]-hydroxylamine